O1CCC(CC1)NC(=O)[C@@H]1CC12CCN(CC2)C(=O)OC(C(F)(F)F)C(F)(F)F Hexafluoropropan-2-yl (R)-1-((tetrahydro-2H-pyran-4-yl)carbamoyl)-6-azaspiro[2.5]octane-6-carboxylate